(S)-4-(4-acryloyl-2-methylpiperazin-1-yl)-7-(6-hydroxy-2-fluoro-phenyl)-1-(4-methyl-2-isopropyl-pyridin-3-yl)-5-methylpyrido[2,3-d]pyrimidin-2(1H)-one C(C=C)(=O)N1C[C@@H](N(CC1)C=1C2=C(N(C(N1)=O)C=1C(=NC=CC1C)C(C)C)N=C(C=C2C)C2=C(C=CC=C2O)F)C